(S)-N-(3-chloro-4-fluorophenyl)-N-methyl-3-(6-methyl-4-(trifluoromethyl)pyridin-2-yl)-1-(methylsulfonyl)-2-oxoimidazolidine-4-carboxamide ClC=1C=C(C=CC1F)N(C(=O)[C@H]1N(C(N(C1)S(=O)(=O)C)=O)C1=NC(=CC(=C1)C(F)(F)F)C)C